O=C1NC(CCC1N1C(N(C2=C1C=CC(=C2)N2CCC(CC2)CCC(=O)OC(C)(C)C)C)=O)=O tert-butyl 3-[1-[1-(2,6-dioxo-3-piperidyl)-3-methyl-2-oxo-benzimidazol-5-yl]-4-piperidyl]propanoate